((2R,3R,4S,5S,6S)-3,4,5,6-tetrakis(benzyloxy)tetrahydro-2H-pyran-2-yl)methyl trifluoromethanesulfonate FC(S(=O)(=O)OC[C@H]1O[C@@H]([C@H]([C@H]([C@@H]1OCC1=CC=CC=C1)OCC1=CC=CC=C1)OCC1=CC=CC=C1)OCC1=CC=CC=C1)(F)F